C(C1=CC=CC=C1)N1CC=2C(=C(N=C(C2CC1)N1CC2CCC(C1)N2)OC[C@H]2N(CCC2)C)C#N 6-benzyl-1-(3,8-diazabicyclo[3.2.1]oct-3-yl)-3-(((S)-1-methylpyrrolidin-2-yl)methoxy)-5,6,7,8-tetrahydro-2,6-naphthyridine-4-carbonitrile